FC1=C(C=CC=C1)C=1N=C(C2=C(N1)NC(=C2)C)NC(C)C 2-(2-fluorophenyl)-N-isopropyl-6-methyl-7H-pyrrolo[2,3-d]pyrimidin-4-amine